C(CCCCC)C1C(C1CCC(=O)O)(C)C 3-(3-hexyl-2,2-dimethylcyclopropyl)propionic acid